N-(bis(4-(tributylsilyl)phenyl)phosphaneyl)-N-methyl-1-phenyl-1-(2-(trifluoromethyl)phenyl)phosphanamine C(CCC)[Si](C1=CC=C(C=C1)P(N(P(C1=C(C=CC=C1)C(F)(F)F)C1=CC=CC=C1)C)C1=CC=C(C=C1)[Si](CCCC)(CCCC)CCCC)(CCCC)CCCC